C(C)(C)C1=CC=C(C=C1)C(C)(C)OO 2-(4-isopropylphenyl)-2-propylhydroperoxide